C(#N)C1=CC=C(C=C1)C=1N=NN(C1)C=1C=C(C(=O)OC(C)(C)C)C=C(C1)N1N=NC(=C1)C1=CC=C(C=C1)C#N Tert-butyl 3,5-bis(4-(4-cyanophenyl)-1H-1,2,3-triazol-1-yl)benzoate